C(C)(C)(C)OC(=O)N(C(OC(C)(C)C)=O)C1=NC=NC(=C1)C1=NN(C=C1)C tert-butyl N-(tert-butoxycarbonyl)-N-[6-(1-methylpyrazol-3-yl)pyrimidin-4-yl]carbamate